4-bromo-3-[hydroxy-[3-(1,3-thiazol-2-yl)-1,2-oxazol-5-yl]methyl]benzonitrile BrC1=C(C=C(C#N)C=C1)C(C1=CC(=NO1)C=1SC=CN1)O